C(C)OC([C@@H](NC(C1=C(C=CC=C1)C(=O)O)=O)CC1=CC=C(C=C1)[N+](=O)[O-])=O N-(2-carboxybenzoyl)-4-nitrophenylalanine ethyl ester